4-(8-(4-((3-(4-Cyclopropyl-1,2,3,4-tetrahydroquinoxaline-1-carbonyl)pyridin-4-yl)oxy)-3-ethoxybenzyl)-2-oxo-1-oxo-3,8-diazaspiro[4.5]dec-3-yl)benzoic acid C1(CC1)N1CCN(C2=CC=CC=C12)C(=O)C=1C=NC=CC1OC1=C(C=C(CN2CCC3(CN(C(C3=O)=O)C3=CC=C(C(=O)O)C=C3)CC2)C=C1)OCC